(2-[8-(dimethoxymethylsilyl)octoxy]-5-hydroxyphenyl)trimethylphosphonium bromide [Br-].COC(OC)[SiH2]CCCCCCCCOC1=C(C=C(C=C1)O)[P+](C)(C)C